Racemic-N1-(3-chloro-4-fluorophenyl)-N2-(1-(6,7-difluoro-1-oxo-1,2-dihydroisoquinolin-4-yl)ethyl)-N2-methyloxalamide ClC=1C=C(C=CC1F)NC(C(=O)N(C)[C@H](C)C1=CNC(C2=CC(=C(C=C12)F)F)=O)=O |r|